(2R,3S,5R)-5-(6-amino-2-fluoro-9H-purin-9-yl)-2-((((S)-(((S)-1-(2-ethylbutoxy)-1-oxo-3-phenylpropan-2-yl)amino)(phenoxy)phosphoryl)oxy)methyl)-2-ethynyltetrahydrofuran-3-yl stearate C(CCCCCCCCCCCCCCCCC)(=O)O[C@@H]1[C@@](O[C@H](C1)N1C2=NC(=NC(=C2N=C1)N)F)(C#C)CO[P@](=O)(OC1=CC=CC=C1)N[C@H](C(=O)OCC(CC)CC)CC1=CC=CC=C1